C(C1=CC=CC=C1)OCC[C@@H](OCC[C@H](C)CS(=O)(=O)[O-])C [(1S)-3-[(1S)-3-benzyloxy-1-methyl-propoxy]-1-methyl-propyl]methanesulfonate